OCCCC(=O)N[C@H](CC1=CC(=CC=C1)C(F)(F)F)C(=O)OC methyl N-(4-hydroxybutanoyl)-3-(trifluoromethyl)-D-phenylalaninate